4-Anilinesulfonic acid NC1=CC=C(C=C1)S(=O)(=O)O